5-Fluoro-N-[2-[4-(hydroxymethyl)cyclohexyl]-6-methoxy-indazol-5-yl]pyridine-3-carboxamide FC=1C=C(C=NC1)C(=O)NC1=CC2=CN(N=C2C=C1OC)C1CCC(CC1)CO